ClC1=C2C(=NC=C1OC=1C=NN3C1C(=NC=C3)NC)N=C(N2C)NC2=NN(C(=C2)C(F)(F)F)[C@H]2[C@@H](COC2)O (3S,4R)-4-(3-((7-chloro-1-methyl-6-((4-(methylamino)pyrazolo[1,5-a]pyrazin-3-yl)oxy)-1H-imidazo[4,5-b]pyridin-2-yl)amino)-5-(trifluoromethyl)-1H-pyrazol-1-yl)tetrahydrofuran-3-ol